C(C)(C)C1=C(NC2=CN=C(C(=C21)C)C2CCC(CC2)N2CC1(COC1)C2)C=2C=C(C=1N(C2)N=CN1)OC 6-(4-(3-isopropyl-2-(8-methoxy-[1,2,4]triazolo[1,5-a]pyridin-6-yl)-4-methyl-1H-pyrrolo[2,3-c]pyridin-5-yl)cyclohexyl)-2-oxa-6-azaspiro[3.3]heptane